Methyl 2-hydroxy-5-(2-((5Z,8Z,11Z,14Z,17Z)-icosa-5,8,11,14,17-pentaen-1-yloxy)butanamido)benzoate OC1=C(C(=O)OC)C=C(C=C1)NC(C(CC)OCCCC\C=C/C\C=C/C\C=C/C\C=C/C\C=C/CC)=O